ClC1=NN2C(C(=N1)NC1CCCC1)=CC=C2C(C)[C@@H]2[C@@H]([C@@H]([C@H](O2)COCP(O)(O)=O)O)O ((((2R,3S,4R,5R)-5-(1-(2-chloro-4-(cyclopentylamino)pyrrolo[2,1-f][1,2,4]triazin-7-yl)ethyl)-3,4-dihydroxytetrahydrofuran-2-yl)methoxy)methyl)phosphonic acid